6-Chloro-3-((1-(2-(4,4-difluoropiperidin-1-yl)-3-ethyl-6-methyl-4-oxo-3,4-dihydro-quinazolin-8-yl)ethyl)amino)picolinic acid ClC1=CC=C(C(=N1)C(=O)O)NC(C)C=1C=C(C=C2C(N(C(=NC12)N1CCC(CC1)(F)F)CC)=O)C